BrC1=C(N(C2=CC(=CC=C12)F)S(=O)(=O)C1=NN(C=N1)S(=O)(=O)N(C)C)C 3-[(3-bromo-6-fluoro-2-methyl-1H-indol-1-yl)sulfonyl]-N,N-dimethyl-1H-1,2,4-triazole-1-sulfonamide